2-Chloro-N-[2-(4-{[(4-cyanopyridin-3-yl)oxy]methyl}piperidin-1-yl)-2-[4-(difluoromethyl)-1,3-thiazol-5-yl]ethyl]-6-fluorobenzamide ClC1=C(C(=O)NCC(C2=C(N=CS2)C(F)F)N2CCC(CC2)COC=2C=NC=CC2C#N)C(=CC=C1)F